N=1N(N=NC1)CC(=O)N1CC(C1)(C(=O)NC=1C=NC(=CC1OC)Cl)C1=C(C=CC=C1)C(C)C 1-(2-(2H-tetrazol-2-yl)acetyl)-N-(6-chloro-4-methoxypyridin-3-yl)-3-(2-isopropylphenyl)azetidine-3-carboxamide